NC1=CC=C(C=C1)CC1=C(C=C(N)C=C1)OCC 4-((4-aminophenyl)methyl)-3-ethoxyaniline